N-(2-(2,6-dioxopiperidin-3-yl)-1-oxoisoindoline-4-yl)-2-((5-(ethyl-(2-(4-((6-hydroxy-2-(4-(methylsulfonyl)phenyl)naphthalene-1-yl)oxy)phenoxy)ethyl)amino)pentyl)oxy)acetamide O=C1NC(CCC1N1C(C2=CC=CC(=C2C1)NC(COCCCCCN(CCOC1=CC=C(C=C1)OC1=C(C=CC2=CC(=CC=C12)O)C1=CC=C(C=C1)S(=O)(=O)C)CC)=O)=O)=O